2-(3-(4-methyl-1H-Imidazol-1-yl)-5-(trifluoromethyl)phenyl)quinazolin-7-amine CC=1N=CN(C1)C=1C=C(C=C(C1)C(F)(F)F)C1=NC2=CC(=CC=C2C=N1)N